[Pt].ClC1=C2C(=C(C(=NC2=C2N=CC=CC2=C1)OC(C1=CC=CC=C1)=O)OC(C1=CC=CC=C1)=O)Cl dichloro-dibenzoyloxy-phenanthroline platinum